F[C@@]1(CN(CC[C@@H]1NC(=O)C1=CC(=CC=2N(C=NC21)CC(F)(F)F)C#CCNC=2C(OC)=CC=C(C2)C(NC)=O)C)C N-[(3R,4S)-3-fluoro-1-methyl-3-methyl-4-piperidyl]-6-{3-[4-(N-methylcarbamoyl)-2-anisidino]-1-propynyl}-1-(2,2,2-trifluoroethyl)-1H-benzo[d]imidazole-4-carboxamide